NC=1C=CC(=C(C(=O)O)C1)C=1N=NN(C1)CCC[C@H](NC(C1=CC=C(C=C1)NCC=1N=C2C(=NC(=NC2=NC1)N)N)=O)C(=O)O (S)-5-amino-2-(1-(4-carboxy-4-(4-(((2,4-diaminopteridin-6-yl)methyl)amino)benzamido)butyl)-1H-1,2,3-triazol-4-yl)benzoic acid